CN(C[C@H](C)NC(=O)C1=CC(=NN1C)C1=NC(=NC=C1)NC1CCOCC1)C N-[(2S)-1-(dimethylamino)propan-2-yl]-1-methyl-3-[2-(tetrahydro-2H-pyran-4-ylamino)pyrimidin-4-yl]-1H-pyrazole-5-carboxamide